3-(1,3-benzodioxol-5-yl)-1-[(1S)-1-(6-methylpyridin-2-yl)-1,3,4,9-tetrahydropyrido[3,4-b]indol-2-yl]propan-1-one O1COC2=C1C=CC(=C2)CCC(=O)N2[C@@H](C=1NC3=CC=CC=C3C1CC2)C2=NC(=CC=C2)C